C(C#CC)N1N=C2C(N(C(C=C2N2C[C@H](N(C[C@@H]2C)C(=O)OC(C)(C)C)C)=O)C)=C1 tert-butyl (2R,5S)-4-(2-(but-2-yn-1-yl)-4-methyl-5-oxo-4,5-dihydro-2H-pyrazolo[4,3-b]pyridin-7-yl)-2,5-dimethylpiperazine-1-carboxylate